C(CCCCCCCCCCCCCCCCCCC=CCC=CCC)(=O)O Hexacosa-20,23-dienoic acid